4-(9-fluoro-5H-imidazo[5,1-a]isoindol-5-yl)tetrahydro-2H-pyran-3-ol 3-(5-(2-((2-(trimethylsilyl)ethoxy)methyl)-2H-tetrazol-5-yl)pyridin-3-yl)phenyl-cyclopentylcarbamate C[Si](CCOCN1N=C(N=N1)C=1C=C(C=NC1)C1(CCCC1)N(C(=O)OC1COCCC1C1N2C(C3=C(C=CC=C13)F)=CN=C2)C2=CC=CC=C2)(C)C